1-((3S,5r)-1-propenoyl-5-((S)-1-hydroxyethyl)pyrrolidin-3-yl)-5-amino-3-((6-chloro-1-cyclopropyl-2-methyl-1H-benzo[d]imidazol-5-yl)ethynyl)-1H-pyrazole-4-carboxamide C(C=C)(=O)N1C[C@H](C[C@@H]1[C@H](C)O)N1N=C(C(=C1N)C(=O)N)C#CC1=CC2=C(N(C(=N2)C)C2CC2)C=C1Cl